N-dihydroxyethyl-meta-toluidine OC(CNC1=CC(=CC=C1)C)O